((Z)-hex-3-enyl) (E)-2-methylbut-2-enoate C/C(/C(=O)OCC\C=C/CC)=C\C